tri(tripropylsilyl)phosphine C(CC)[Si](CCC)(CCC)P([Si](CCC)(CCC)CCC)[Si](CCC)(CCC)CCC